N-(4-(2,4-dimethyloxazol-5-yl)-2-ethoxyphenyl)-8-(3-methoxy-3-methylazetidin-1-yl)-6-methylpyrido[3,4-d]pyrimidin-2-amine CC=1OC(=C(N1)C)C1=CC(=C(C=C1)NC=1N=CC2=C(N1)C(=NC(=C2)C)N2CC(C2)(C)OC)OCC